3-((1R,3R)-1-(2,6-difluoro-4-((2-(3-(fluoromethyl)azetidin-1-yl)ethyl)amino)phenyl)-3-methyl-1,3,4,9-tetrahydro-2H-pyrido[3,4-b]indol-2-yl)-2-fluoro-2-methylpropan-1-ol FC1=C(C(=CC(=C1)NCCN1CC(C1)CF)F)[C@H]1N([C@@H](CC2=C1NC1=CC=CC=C21)C)CC(CO)(C)F